C1=CC=CC=2C3=CC=CC=C3C(C12)COC(=O)NCCC(=O)NC(CC(=O)OC)C(=O)N(CC(CC)C)CC(OCC)OCC methyl 3-(3-((((9H-fluoren-9-yl)methoxy)carbonyl)amino)propanamido)-4-((2,2-diethoxyethyl)(2-methylbutyl)amino)-4-oxobutanoate